O1CC(C1)OC=1C=CC(=NC1)CN(C(OC(C)(C)C)=O)[C@H](C)C1=NC=CC=N1 tert-butyl (R)-((5-(oxetan-3-yloxy)pyridin-2-yl)methyl)(1-(pyrimidin-2-yl)ethyl)carbamate